N-((1S,3S,4S,6S)-2-(2-hydroxy-2-methylpropanoyl)-3-((2,3',5'-trifluoro-[1,1'-biphenyl]-3-yl)methyl)-2-azabicyclo[4.1.0]heptan-4-yl)methanesulfonamide OC(C(=O)N1[C@H]2C[C@H]2C[C@@H]([C@@H]1CC=1C(=C(C=CC1)C1=CC(=CC(=C1)F)F)F)NS(=O)(=O)C)(C)C